4-cyclopentyl-1-((2-(2-ethyl-1H-benzoimidazol-1-yl)-9-methyl-6-morpholinyl-9H-purin-8-yl)methyl)piperazin-2-one C1(CCCC1)N1CC(N(CC1)CC=1N(C2=NC(=NC(=C2N1)N1CCOCC1)N1C(=NC2=C1C=CC=C2)CC)C)=O